ClC1=C(C=CC=C1NC(=O)C1=NN2C([C@@H](CCC2)N2CCC2)=C1)C1=C(C(=CC=C1)NC=1C2=C(N=C(N1)C(C)C)C=CC=N2)Cl (R)-1-(2-((2,2'-dichloro-3'-((2-isopropylpyrido[3,2-d]pyrimidin-4-yl)amino)-[1,1'-biphenyl]-3-yl)carbamoyl)-4,5,6,7-tetrahydropyrazolo[1,5-a]pyridin-4-yl)azetidine